6-chloropyridin-2-amine ClC1=CC=CC(=N1)N